2-((5-Chloro-2-fluorobenzyl)oxy)-6-(piperidin-4-yl)pyridine ClC=1C=CC(=C(COC2=NC(=CC=C2)C2CCNCC2)C1)F